ClC=1C=NC2=C(C=C(C=C2C1)COC=1C=C(N=NC1)NC(=O)[C@@H]1[C@H](C1)C1=NC=CC(=N1)C)F (1S,2S)-N-(5-((3-chloro-8-fluoroquinolin-6-yl)methoxy)pyridazin-3-yl)-2-(4-methylpyrimidin-2-yl)cyclopropane-1-carboxamide